C(CC1=CC=CC=C1)N1C(C2=CC=CC=C2C1=O)=O 2-phenethylisoindoline-1,3-dione